FC(C1OCCN(C1)C1=CC=C(N)C=C1)(F)F 4-(2-(trifluoromethyl)morpholino)aniline